3-((S)-3-((R)-8-(8-fluoro-4-hydroxyquinolin-3-ylsulfonyl)-1-oxa-8-azaspiro[4.5]decan-3-ylamino)-2-hydroxypropoxy)-N-methylbenzenesulfonamide FC=1C=CC=C2C(=C(C=NC12)S(=O)(=O)N1CCC2(C[C@H](CO2)NC[C@@H](COC=2C=C(C=CC2)S(=O)(=O)NC)O)CC1)O